C(C)(C)(C)OC(=O)N([C@H](C(=O)O[C@@H](C(=O)OCC1=CC=CC=C1)CC1=NC=C(C=C1)C(F)(F)F)CC(C)C)C (2R)-1-(benzyloxy)-1-oxo-3-[5-(trifluoromethyl)pyridin-2-yl]propan-2-yl (2S)-2-[[(tert-butoxy)carbonyl](methyl)amino]-4-methylpentanoate